COC1=NC=CC=C1NC=1N=CC2=C(N1)N1C(C(=C2)C=2C=C(C=CC2C)NC(C2=NC=CC(=C2)C(F)(F)F)=O)=NCC1 N-(3-(2-((2-methoxypyridin-3-yl)amino)-8,9-dihydroimidazo[1',2':1,6]pyrido[2,3-d]pyrimidin-6-yl)-4-methylphenyl)-4-(trifluoromethyl)picolinamide